1-n-propoxy-1,1,3,3,3-pentamethyldisiloxane C(CC)O[Si](O[Si](C)(C)C)(C)C